ClC1=C(C(=NC(=C1)C)C#N)NC1=C2C=NN(C2=CC(=C1C)F)C1OCCCC1 4-chloro-3-((6-fluoro-5-methyl-1-(tetrahydro-2H-pyran-2-yl)-1H-indazol-4-yl)amino)-6-methylpyridinecarbonitrile